O1CC(C1)NC1=CC=C(CCNC(OC(C)(C)C)=O)C=C1 tert-Butyl 4-(oxetan-3-ylamino)phenethylcarbamate